C[C@@H]1COCCN2N=CC(C3=NNC=4C=CC(OCCO1)=CC34)=C2 (10R)-10-methyl-8,11,14-trioxa-4,5,19,20-tetraazatetracyclo[13.5.2.12,5.018,21]tricosa-1(20),2(23),3,15(22),16,18(21)-hexaene